Cl.Cl.C(C)(C)(C)N1N=CC(=C1)C1=CC(=CC2=C1N(C=N2)CCC[C@H]2NCCC[C@@H]2O)Cl (2R,3S)-2-(3-(7-(1-(tert-butyl)-1H-pyrazol-4-yl)-5-chloro-1H-benzo[d]imidazol-1-yl)propyl)piperidin-3-ol dihydrochloride